C(#N)C=1N=C(N(C1)COCC[Si](C)(C)C)C(=O)NC=1C(=NC(=CC1)C1CC(N(C(C1)(C([2H])([2H])[2H])C([2H])([2H])[2H])C)(C([2H])([2H])[2H])C([2H])([2H])[2H])C1=CCC(CC1)(C)C 4-cyano-N-[2-(4,4-dimethylcyclohexen-1-yl)-6-[1-methyl-2,2,6,6-tetrakis(trideuteriomethyl)-4-piperidyl]-3-pyridyl]-1-(2-trimethylsilylethoxymethyl)imidazole-2-carboxamide